COC1=C(C(=C(C=2C(C3=CC=CC=C3CC12)=O)OC)OC)OC tetramethoxy-anthracen-9-one